5-(2-naphthyl)bicyclo[2.2.1]hept-2-ene C1=C(C=CC2=CC=CC=C12)C1C2C=CC(C1)C2